FC=1C=NC=CC1NC=C1C(OC(OC1=O)(C)C)=O 5-[(3-fluoro-pyridin-4-ylamino)-methylene]-2,2-dimethyl-[1,3]dioxane-4,6-dione